OC1=CC=C(C=C1)C(C)C1=CC=C(C=C1)O bis-(4-hydroxyphenyl)ethane